ClC1=NC=CC(=N1)C 2-chloro-4-methyl-pyrimidine